C12(CC(C1)C2)N2N=NC(=C2)C(=O)C=2C(=NC(=CC2)F)C [1-(Bicyclo[1.1.1]pentan-1-yl)-1H-1,2,3-triazol-4-yl](6-fluoro-2-methylpyridin-3-yl)methanone